N-(1-(3,4,5-trimethoxyphenyl)-1H-imidazol-4-yl)-6,7-dihydro-5H-cyclopenta[d]pyrimidin-4-amine COC=1C=C(C=C(C1OC)OC)N1C=NC(=C1)NC=1C2=C(N=CN1)CCC2